COC1(CN(CC1)C1=CC(=C(C=C1)NC=1C=CC2=C(OCCC(N2)=O)C1)C)C(F)(F)F 8-((4-(3-methoxy-3-(trifluoromethyl)pyrrolidin-1-yl)-2-methylphenyl)amino)-2,3-dihydrobenzo[b][1,4]oxazepin-4(5H)-one